C[N+](CC(COC(CCCCCCC\C=C/CCCCCCCC)=O)OC(CCCCCCC\C=C/CCCCCCCC)=O)(C)C trimethyl-2,3-dioleoyl-oxypropyl-ammonium